((2R,3R,4R,5S)-3,4,5-tris(benzyloxy)piperidin-2-yl)methanol 1-methanesulfonylpiperidin-3-yl-acetate CS(=O)(=O)C(C(=O)OC[C@H]1NC[C@@H]([C@H]([C@@H]1OCC1=CC=CC=C1)OCC1=CC=CC=C1)OCC1=CC=CC=C1)C1CNCCC1